({(5S)-2-oxo-3-[4-(3-oxomorpholin-4-yl)phenyl]-1,3-oxazolidin-5-yl}methyl)thiophene-2-carboxamide O=C1O[C@H](CN1C1=CC=C(C=C1)N1C(COCC1)=O)CC1=C(SC=C1)C(=O)N